(R)-1-(2-chloropyridin-3-yl)ethyl (4-(5-(3-hydroxy-3-methyl-butanamido) pyridin-2-yl)-1-methyl-1H-1,2,3-triazol-5-yl)carbamate OC(CC(=O)NC=1C=CC(=NC1)C=1N=NN(C1NC(O[C@H](C)C=1C(=NC=CC1)Cl)=O)C)(C)C